ClC=1C(=C(C=CC1F)N(C(=O)[C@H]1N(C(NC1)=O)C1=CC(=CC=2N1C=CN2)C(F)(F)F)C)F (S)-N-(3-Chloro-2,4-difluorophenyl)-N-methyl-2-oxo-3-(7-(trifluoromethyl)imidazo[1,2-a]pyridin-5-yl)imidazolidine-4-carboxamide